4-bromophenyl glycidyl ether C(C1CO1)OC1=CC=C(C=C1)Br